1-(oxolan-2-ylmethyl)-1H-benzo[d]imidazole-6-carboxylic acid methyl ester COC(=O)C=1C=CC2=C(N(C=N2)CC2OCCC2)C1